OC1(CC=C2C=CC=NC2=C1)O 7,7-dihydroxyquinoline